methyl 5-amino-4-iodo-2-methylbenzoate NC=1C(=CC(=C(C(=O)OC)C1)C)I